(3-methoxy-4-((3-(7-((1-(tetrahydro-2H-pyran-4-yl)piperidin-4-yl)amino)-3-(2,2,2-trifluoroethyl)benzo[b]thiophen-2-yl)prop-2-yn-1-yl)amino)phenyl)dimethylphosphine oxide COC=1C=C(C=CC1NCC#CC1=C(C2=C(S1)C(=CC=C2)NC2CCN(CC2)C2CCOCC2)CC(F)(F)F)P(C)(C)=O